C1CCC2=C(C=3CCCC3C=C12)NC(=O)NS(=O)(=O)\C=C\C(C)(NS(=O)(=O)C)C (E)-N-((1,2,3,5,6,7-hexahydro-s-indacen-4-yl)carbamoyl)-3-methyl-3-(methylsulfonylamino)but-1-ene-1-sulfonamide